O[C@H]1[C@H](CCC=2C=CC(=CC12)C#N)[C@H]1N2C(C3=CC=CC=C13)=CN=C2 (7R,8S)-8-hydroxy-7-((R)-5H-imidazo[5,1-a]isoindol-5-yl)-5,6,7,8-tetrahydronaphthalene-2-carbonitrile